COC=1C=CC2=C(C(OC3=C2C=CC(=C3)OCCCCCN(CC)CC)=O)C1 8-methoxy-3-((5-(diethylamino)pentyl)oxy)-6H-benzo[c]benzopyran-6-one